CC1(C(CC(C(C1)C)C)C)O 1,2,4,5-tetramethylcyclohexanol